C(OC1CN(CC1)C)(OC1=CC=C(C=C1)[N+](=O)[O-])=O 1-methylpyrrolidin-3-yl (4-nitrophenyl) carbonate